BrC=1C=C(C=C2C(CN(C12)C(C)C)(C)C)C(=O)NC1=CC=C(C=C1)OC(F)(F)Cl 7-bromo-N-(4-(chlorodifluoromethoxy)phenyl)-1-isopropyl-3,3-dimethylindoline-5-carboxamide